C(#N)C1=CC(=C(COC2=C(C=CC(=N2)C2CCN(CC2)CC=2N(C3=C(N2)SC(=C3)C(=O)OC)C[C@H]3OCC3)F)C=C1)F (S)-methyl 2-((4-(6-((4-cyano-2-fluorobenzyl) oxy)-5-fluoropyridin-2-yl) piperidin-1-yl) methyl)-1-(oxetan-2-ylmethyl)-1H-thieno[2,3-d]imidazole-5-carboxylate